1-(3-Fluoro-5-methoxypyridin-4-yl)-7-methoxy-3-methyl-8-(3H-1,2,3-triazol-4-yl)-1,3-dihydroimidazo[4,5-c]quinolin-2-one FC=1C=NC=C(C1N1C(N(C=2C=NC=3C=C(C(=CC3C21)C=2NN=NC2)OC)C)=O)OC